4-fluorophenyl (2,6-dioxopiperidin-3-yl)carbamate O=C1NC(CCC1NC(OC1=CC=C(C=C1)F)=O)=O